trans-4-[(3-chloro-5-fluorobenzyl)oxy]-N-{2-fluoro-3-[6-oxo-4-(trifluoromethyl)-1,6-dihydropyrimidin-2-yl]-4-(trifluoromethyl)benzyl}cyclohexane-1-carboxamide ClC=1C=C(CO[C@@H]2CC[C@H](CC2)C(=O)NCC2=C(C(=C(C=C2)C(F)(F)F)C=2NC(C=C(N2)C(F)(F)F)=O)F)C=C(C1)F